2,4,6-trimethylethoxybenzene CCCOC1=CC=C(C=C1C)C